tert-butyl 5-((1-(tert-butoxycarbonyl)piperidin-4-yl) (ethyl)amino)-2-(3,4-dimethoxyphenyl)-3-ethyl-1H-indole-1-carboxylate C(C)(C)(C)OC(=O)N1CCC(CC1)N(C=1C=C2C(=C(N(C2=CC1)C(=O)OC(C)(C)C)C1=CC(=C(C=C1)OC)OC)CC)CC